(S)-N-(2-amino-1-(3-chlorophenyl)ethyl)-1-(2-((3,3-difluoro-cyclobutyl)amino)-5-methylpyrimidin-4-yl)-1H-imidazole-4-carboxamide NC[C@H](C1=CC(=CC=C1)Cl)NC(=O)C=1N=CN(C1)C1=NC(=NC=C1C)NC1CC(C1)(F)F